C(C)OC(=O)C=1C=NN(C1)C1=C(C=C(C=C1)C#N)OC 1-(4-cyano-2-methoxyphenyl)pyrazole-4-carboxylic acid ethyl ester